[3-(5-bromo-6-fluoro-1H-indol-3-yl)-2,2-dimethyl-propoxy]-tert-butyl-diphenyl-monosilane BrC=1C=C2C(=CNC2=CC1F)CC(CO[Si](C1=CC=CC=C1)(C1=CC=CC=C1)C(C)(C)C)(C)C